CN1N=CC=2C1=NC(=NC2C=2C=NC1=CC=CC=C1C2)N2CCN(CC2)C(=O)[O-] 4-(1-methyl-4-(quinolin-3-yl)-1H-pyrazolo[3,4-d]pyrimidin-6-yl)piperazine-1-carboxylate